CC=1C=C(C(=O)NC2CCC3=CC(=CC=C23)C=2N=NN(N2)C)C=CN1 2-methyl-N-(5-(2-methyl-2H-tetrazol-5-yl)-2,3-dihydro-1H-inden-1-yl)isonicotinamide